(6-(3,4-dimethylbenzyl)-2-azaspiro[3.3]hept-2-yl)((1s,3s)-3-hydroxy-3-methylcyclobutyl)methanone amyl-α-hydroxyisobutyrate C(CCCC)OC(C(C)(C)O)=O.CC=1C=C(CC2CC3(CN(C3)C(=O)C3CC(C3)(C)O)C2)C=CC1C